1-(((tert-butyldimethylsilyl)oxy)-methyl)cyclobutane-1-carboximidamide [Si](C)(C)(C(C)(C)C)OCC1(CCC1)C(N)=N